C(CCCCCCCCCCCCC)OC(=O)OOC(=O)OCCCCCCCCCCCCCC dimyristylperoxydicarbonate